FC(C(=O)[O-])(F)F.ClC1=CC2=C(N=N1)N(C=C2)CC2CC[NH+](CC2)CCOC 4-({3-Chloro-7H-pyrrolo[2,3-c]pyridazin-7-yl}methyl)-1-(2-methoxyethyl)piperidin-1-ium trifluoroacetate